7Z-Hexadecenal CCCCCCCC/C=C\CCCCCC=O